BrC=1C(=C(C[C@@H]2N(CC3(CC3)[C@@H]2N[S@](=O)C(C)(C)C)C(=O)OC(C)(C)C)C=CC1)F tert-butyl (6S,7S)-6-(3-bromo-2-fluorobenzyl)-7-(((R)-tert-butylsulfinyl)amino)-5-azaspiro[2.4]heptane-5-carboxylate